CC(CCN1C[C@@H]2[C@H](C1)CC(C2)NC=2N=NC(=CC2)N2CCOCC2)(C)C (3ar,6as)-2-(3,3-dimethylbutyl)-N-(6-morpholinopyridazin-3-yl)octahydrocyclopenta[c]pyrrol-5-amine